1-Butyl-3-(3,3-dimethyl-1-oxo-2-oxadispiro[4.1.57.15]tridecan-10-yl)urea C(CCC)NC(=O)NC1CCC2(CC3(CC(OC3=O)(C)C)C2)CC1